FC(CN1C(=NC2=NC=C(C=C21)C2=CNC=1N=C(N=CC12)NC1CC(C1)(O)C)C)F (1r,3r)-3-((5-(1-(2,2-difluoroethyl)-2-methyl-1H-imidazo[4,5-b]pyridin-6-yl)-7H-pyrrolo[2,3-d]pyrimidin-2-yl)amino)-1-methylcyclobutan-1-ol